pentafluorophenyl 3-(2,4-dioxotetrahydropyrimidine-1(2H)-yl)-4-methylbenzoate O=C1N(CCC(N1)=O)C=1C=C(C(=O)OC2=C(C(=C(C(=C2F)F)F)F)F)C=CC1C